7-bromo-8-fluoroquinazoline-2,4(1H,3H)-dione BrC1=CC=C2C(NC(NC2=C1F)=O)=O